3,7,10-tris(trimethylsilyl)-2,6,11-tris(trimethylsiloxy)triphenylene C[Si](C=1C(=CC=2C3=CC(=C(C=C3C3=CC(=C(C=C3C2C1)O[Si](C)(C)C)[Si](C)(C)C)[Si](C)(C)C)O[Si](C)(C)C)O[Si](C)(C)C)(C)C